ammonia pentaborate B(O)(O)O.B(O)(O)O.B(O)(O)O.B(O)(O)O.B(O)(O)O.N